FC(C(F)(F)[Si](OC)(OC)OC)C(F)(F)F hexafluoropropyl-trimethoxysilane